NC1CC(CC(N1O)=N)N1CN=CC=C1 6-amino-1,2-dihydro-1-hydroxy-2-imino-4-piperidylpyrimidine